tert-butyl (2-allylpyridin-3-yl)carbamate C(C=C)C1=NC=CC=C1NC(OC(C)(C)C)=O